C1(CCC1)OC1=NC(=CC=C1/C=C/C(=O)NC1=CC=CC=2NC(NC21)=O)C(F)(F)F (E)-3-(2-Cyclobutoxy-6-(trifluoromethyl)pyridin-3-yl)-N-(2-oxo-2,3-dihydro-1H-benzo[d]imidazol-4-yl)acrylamid